FC1C(N(CC1(C)C)C(=O)OC(C)(C)C)=O tert-Butyl 3-fluoro-4,4-dimethyl-2-oxopyrrolidine-1-carboxylate